COC(CCCCCC(OC)=N)=N.[O-]CC.[Al+3].[O-]CC.[O-]CC aluminum(III) ethoxide Dimethyl-pimelimidate